4-(tert-butoxycarbonyl)-1-(2-(phthalimido)ethyl)-piperazine C(C)(C)(C)OC(=O)N1CCN(CC1)CCN1C(C=2C(C1=O)=CC=CC2)=O